CC=1C=CC(=NC1)CO (5-methylpyridin-2-yl)methanol